7,11,14-hexadecatrienoic acid C(CCCCCC=CCCC=CCC=CC)(=O)O